tert-butyl (2-((2-hydroxyethyl)amino)ethyl)(methyl)carbamate OCCNCCN(C(OC(C)(C)C)=O)C